Tert-butyl ((1S)-2-((5-(1-(5,5-difluoro-2-oxopiperidin-1-yl)-2-morpholinoethyl)thiazol-2-yl)amino)-1-((1r,4S)-4-methylcyclohexyl)-2-oxoethyl)carbamate FC1(CCC(N(C1)C(CN1CCOCC1)C1=CN=C(S1)NC([C@H](C1CCC(CC1)C)NC(OC(C)(C)C)=O)=O)=O)F